glycidyl-acrylic acid C(C1CO1)C(C(=O)O)=C